(R)-1-(4-iodophenyl)-4-(2-methoxypropyl)piperazine IC1=CC=C(C=C1)N1CCN(CC1)C[C@@H](C)OC